tert-butyl (S)-9-(1-(1-(3-(2,6-bis(benzyloxy)pyridin-3-yl)-7-fluoro-1-methyl-1H-indazol-6-yl)piperidin-4-yl)ethyl)-3,9-diazaspiro[5.5]undecane-3-carboxylate C(C1=CC=CC=C1)OC1=NC(=CC=C1C1=NN(C2=C(C(=CC=C12)N1CCC(CC1)[C@H](C)N1CCC2(CCN(CC2)C(=O)OC(C)(C)C)CC1)F)C)OCC1=CC=CC=C1